BrC1=C(C=CC(=C1)F)C1=C(C(=NO1)C)C(=O)OC methyl 5-(2-bromo-4-fluorophenyl)-3-methyl-1,2-oxazole-4-carboxylate